N-[(1S)-2-[4-(3,5-dimethyl-1H-pyrazol-4-yl)anilino]-2-oxo-1-spiro[2.5]octan-6-yl-ethyl]-2-isopropyl-pyrazole-3-carboxamide CC1=NNC(=C1C1=CC=C(NC([C@H](C2CCC3(CC3)CC2)NC(=O)C=2N(N=CC2)C(C)C)=O)C=C1)C